(3S)-3-amino-1'-{6-chloropyrido[2,3-b]pyrazin-2-yl}-1,3-dihydrospiro[indene-2,4'-piperidine]-6-carbonitrile N[C@@H]1C2=CC=C(C=C2CC12CCN(CC2)C=2N=C1C(=NC2)N=C(C=C1)Cl)C#N